C1(CC1)CNC1=C2C(=NC=3C=C(C(=CC13)OC)C1(CCC1)O)CCC2 1-{9-[(cyclopropylmethyl)amino]-7-methoxy-1H,2H,3H-cyclopenta[b]quinolin-6-yl}cyclobutan-1-ol